BrC1=CC=C(C=C1)N1C(C(C(C1)(C)CS(=O)(=O)C1=CC=C(C=C1)OC)=C)=O 1-(4-bromophenyl)-4-(((4-methoxyphenyl)sulfonyl)methyl)-4-methyl-3-methylenepyrrolidin-2-one